6-((tetrahydro-2H-pyran-2-yl)oxy)-1H-indole O1C(CCCC1)OC1=CC=C2C=CNC2=C1